ClC1=CC(=C(C=C1)C1=CC(=CN2C1=NC(=C(C2=O)C)C)N2C[C@@H](O[C@@H](C2)C)C=2C=NN(C2)C2CC2)F 9-(4-chloro-2-fluoro-phenyl)-7-[(2S,6R)-2-(1-cyclopropylpyrazol-4-yl)-6-methyl-morpholin-4-yl]-2,3-dimethyl-pyrido[1,2-a]pyrimidin-4-one